C(C)C=1C(=CC(=C(C1)CC(CC)N)OC)CCCCC 1-(5-ethyl-2-methoxy-4-pentylphenyl)butan-2-amine